tert-Butyl N-[2-[Methoxy(methyl)carbamoyl]-1-benzofuran-3-yl]-N-methylcarbamate CON(C(=O)C=1OC2=C(C1N(C(OC(C)(C)C)=O)C)C=CC=C2)C